ClC1=C(C(=CC=C1F)Cl)[C@@H](C)OC1=NC=2N(C=C1)N=CC2C=2C=NN(C2)CC(C)(O)C (R)-1-(4-(5-(1-(2,6-dichloro-3-fluorophenyl)ethoxy)pyrazolo[1,5-a]pyrimidin-3-yl)-1H-pyrazol-1-yl)-2-methylpropan-2-ol